C(C)OC(=O)C=1N(N=C2C1C(CC=1C=NC(=NC21)N)(C)C)CCOC2OCCCC2 8-amino-4,4-dimethyl-2-[2-(tetrahydro-2H-pyran-2-yloxy)ethyl]-4,5-dihydro-2H-pyrazolo[4,3-H]quinazoline-3-carboxylic acid ethyl ester